N1(N=CC=C1)C[C@@H]1[C@@H]([C@@H]([C@H](CO1)NC(C)=O)O)O N-((3S,4R,5R,6R)-6-((1H-pyrazol-1-yl)methyl)-4,5-dihydroxytetrahydro-2H-pyran-3-yl)acetamide